2-isobutyl-2-(2-ethylhexyl)-1,3-dimethoxypropane C(C(C)C)C(COC)(COC)CC(CCCC)CC